2-cyclopropyl-8-methoxyimidazo[1,2-a]pyrazine-6-carboxylic acid C1(CC1)C=1N=C2N(C=C(N=C2OC)C(=O)O)C1